(±)-3,3-dimethoxy-2-oxo-8-azabicyclo[3.2.1]octane-8-carboxylate COC1(C(C2CCC(C1)N2C(=O)[O-])=O)OC